BrC=1C=C(C#N)C=C(C1)OC1=C(N=CN(C1=O)CC=1C(NC(=CC1C)C)=O)C(C(F)F)(F)F 3-bromo-5-((1-((4,6-dimethyl-2-oxo-1,2-dihydropyridin-3-yl)methyl)-6-oxo-4-(1,1,2,2-tetrafluoroethyl)-1,6-dihydropyrimidin-5-yl)oxy)benzonitrile